BrC=1C=C2C(=C(C(=NC2=CC1)C1=CC=CC=C1)C1=CC=CC=C1)CS(=O)(=O)N (6-bromo-2,3-diphenylquinolin-4-yl)methanesulfonamide